OC(C#CC1=CC2=C(OC[C@@H](C(N2C)=O)NC(=O)C=2N=C3SC=C(N3C2)C2(CC2)C(F)(F)F)C=C1)(C)C (S)-N-(7-(3-hydroxy-3-methylbut-1-yn-1-yl)-5-methyl-4-oxo-2,3,4,5-Tetrahydrobenzo[b][1,4]oxazepine-3-yl)-3-(1-(trifluoromethyl)cyclopropyl)imidazo[2,1-b]thiazole-6-carboxamide